4-fluoro-N-spiro[3.5]nonan-7-yl-1H-pyrrolo[2,3-b]pyridine-2-carboxamide FC1=C2C(=NC=C1)NC(=C2)C(=O)NC2CCC1(CCC1)CC2